O[C@@H]1[C@H](O[C@H]([C@@H]([C@H]1O)O)OC1=C(C=CC(=C1)[C@H](C)NC(CN1N=NC2=C(C1=O)C=CC=C2)=O)OC(F)(F)F)C(=O)O (2S,3S,4S,5R,6S)-3,4,5-trihydroxy-6-(5-((S)-1-(2-(4-oxobenzo[d][1,2,3]triazin-3(4H)-yl)acetamido)ethyl)-2-(trifluoromethoxy)phenoxy)tetrahydro-2H-pyran-2-carboxylic acid